FC1=CC=CC=2[C@H]3N(C[C@@H](OC21)C3)C(=O)C3(CCC3)CC#N {1-[(2S,5S)-9-fluoro-2,3-dihydro-2,5-methano-1,4-benzoxazepine-4(5H)-carbonyl]cyclobutyl}acetonitrile